1-[2-tetradecyloxyethyl]-2-tridecyl-3-(2-hydroxyethyl)imidazolinium chloride [Cl-].C(CCCCCCCCCCCCC)OCC[NH+]1C(N(CC1)CCO)CCCCCCCCCCCCC